tert-butyl N-(8-(3-chlorophenoxy)-1-methyl-2-oxo-1,2,3,4-tetrahydroquinolin-3-yl)carbamate ClC=1C=C(OC=2C=CC=C3CC(C(N(C23)C)=O)NC(OC(C)(C)C)=O)C=CC1